2-(3-(4-Ethyl-1H-pyrazol-1-yl)azetidin-3-yl)acetonitrile C(C)C=1C=NN(C1)C1(CNC1)CC#N